N-[(6-Amino-2-pyridyl)sulfonyl]-2-(3-benzyl-2,2-dimethyl-pyrrolidin-1-yl)-6-tert-butylpyridin-3-carboxamid NC1=CC=CC(=N1)S(=O)(=O)NC(=O)C=1C(=NC(=CC1)C(C)(C)C)N1C(C(CC1)CC1=CC=CC=C1)(C)C